4-(4-((2,6-dioxopiperidin-3-yl)amino)-2-fluoro-3-methoxyphenyl)piperazine-1-carboxylic acid tert-butyl ester C(C)(C)(C)OC(=O)N1CCN(CC1)C1=C(C(=C(C=C1)NC1C(NC(CC1)=O)=O)OC)F